C1(=CC=CC=C1)CCC[C@@H](B1OC(C(O1)(C)C)(C)C)NC([C@@H](CSC1=CC=CC=C1)NC(=O)C1=NC=CN=C1)=O (2S)-N-[(1R)-4-phenyl-1-(tetramethyl-1,3,2-dioxaborolan-2-yl)butyl]-3-(phenylsulfanyl)-2-(pyrazin-2-ylformamido)propanamide